P(=O)(O)(O)O.C(C=C)OC1=CC=CC=C1 allylphenyl ether phosphate Salt